tert-butyl 4-[4-[3-cyano-4-[cyclopropyl-(5-fluoro-2-pyridyl)methoxy]pyrazolo[1,5-a]pyridin-6-yl]-5-methyl-triazol-1-yl]piperidine-1-carboxylate C(#N)C=1C=NN2C1C(=CC(=C2)C=2N=NN(C2C)C2CCN(CC2)C(=O)OC(C)(C)C)OC(C2=NC=C(C=C2)F)C2CC2